(2S)-3-hydroxy-2-({2-methyl-5-[(2-methyl-1,3-thiazol-5-yl)methoxy]-2H-indazol-3-yl}formamido)propanamide OC[C@@H](C(=O)N)NC(=O)C=1N(N=C2C=CC(=CC12)OCC1=CN=C(S1)C)C